Cl.ClC1=CC=C(C=C1)C1(OC2=C(O1)C=CC=C2C2CCNCC2)C 4-(2-(4-chlorophenyl)-2-methylbenzo[d][1,3]dioxol-4-yl)piperidine hydrochloride